4-((3-chloro-4-fluorophenyl)amino)-6-nitro-1H-indole-2-carboxylic acid ethyl ester C(C)OC(=O)C=1NC2=CC(=CC(=C2C1)NC1=CC(=C(C=C1)F)Cl)[N+](=O)[O-]